N1=CC=C(C=C1)C=1N=C(C2=C(N1)C=NC=C2)N2CCC1(CCN(C1)[C@H]1C[C@H](CC1)O)CC2 (1S,3R)-3-(8-(2-(pyridin-4-yl)pyrido[3,4-d]pyrimidin-4-yl)-2,8-diazaspiro[4.5]decan-2-yl)cyclopentanol